propyltris(β-methoxyethoxy)silane C(CC)[Si](OCCOC)(OCCOC)OCCOC